5-(2-{5-[(3R,5R)-3-amino-5-fluoropiperidine-1-carbonyl]-1-methyl-1H-1,3-benzodiazol-2-yl}-1-(cyclopropylmethyl)-1H-pyrrolo[2,3-b]pyridin-6-yl)-2,3-dihydro-1H-indol-2-one N[C@H]1CN(C[C@@H](C1)F)C(=O)C1=CC2=C(N(C(=N2)C2=CC=3C(=NC(=CC3)C=3C=C4CC(NC4=CC3)=O)N2CC2CC2)C)C=C1